3-(6-(4-((3-azaspiro[5.5]undecan-9-yl)methyl)piperazin-1-yl)-1-methyl-1H-indazol-3-yl)piperidine-2,6-dione C1CNCCC12CCC(CC2)CN2CCN(CC2)C2=CC=C1C(=NN(C1=C2)C)C2C(NC(CC2)=O)=O